5-tosyl-5H-pyrrolo[2,3-b]pyrazine-2-d S(=O)(=O)(C1=CC=C(C)C=C1)N1C=CC=2C1=NC=C(N2)[2H]